CC1=C(CN2C(N(C(C3=CC=C(C=C23)C(=O)NCC2=C(C=C(C=C2F)F)F)C)C)=O)C(=CC=C1)C 1-(2,6-dimethylbenzyl)-3,4-dimethyl-2-oxo-N-(2,4,6-trifluorobenzyl)-1,2,3,4-tetrahydro-quinazoline-7-carboxamide